ClC=1C(=NC2=CC(=CC(=C2C1)C(=C)OCC)C)C#N 3-chloro-5-(1-ethoxyvinyl)-7-methylquinoline-2-carbonitrile